[Se].[B].[Pb] Lead-Boron-Selenium